N1N=NC2=C1C=CC=C2.C(CCC)[P+](CCCC)(CCCC)CCCC tetrabutylphosphonium benzotriazol salt